3-allyl-2-methoxy-4,6-di(methoxymethoxy)benzaldehyde C(C=C)C=1C(=C(C=O)C(=CC1OCOC)OCOC)OC